4-(5-(5-(1-hydroxyethyl)-1H-pyrrolo[2,3-b]pyridin-3-yl)phenyl)pyrrolidin-2-one OC(C)C=1C=C2C(=NC1)NC=C2C=2C=CC=C(C2)C2CC(NC2)=O